[N-](S(=O)(=O)C(F)(F)F)S(=O)(=O)C(F)(F)F.C(CCC)OC1=C(C2=CC(=CC=C2C=C1)OCCCC)[S+]1CCCC1 2,7-di-n-butoxynaphthyl-tetrahydrothiophenium bis(trifluoromethanesulfonyl)imide